C12NCC(CC1)C2C=2C=NC(=NC2)C2=NN=C(O2)CN(C(CC2=C(C=C(C=C2)C(F)(F)F)C(F)(F)F)=O)C2=CC=C(C=C2)F N-((5-(5-(2-azabicyclo[2.2.1]heptan-7-yl)pyrimidin-2-yl)-1,3,4-oxadiazol-2-yl)methyl)-2-(2,4-bis(trifluoromethyl)phenyl)-N-(4-fluorophenyl)acetamide